O=C1NC(CCC1N1C(C2=CC=CC(=C2C1=O)NCC=1C=NN(C1)C1CCN(CC1)C(=O)C1CCN(CC1)C1=NC=CC=C1)=O)=O 2-(2,6-dioxopiperidin-3-yl)-4-(((1-(1-(1-(pyridin-2-yl)piperidine-4-carbonyl)piperidin-4-yl)-1H-pyrazol-4-yl)methyl)amino)isoindoline-1,3-dione